(prop-2-yn-1-yl)-N-(2,2,2-trifluoroethyl)cyanamide C(C#C)N(C#N)CC(F)(F)F